C(C1=CC=CC=C1)OC1CN(CCC1)C=1SC=2C(=NC(=C(C2)Br)N2CCCCC2)N1 2-(3-(benzyloxy)piperidin-1-yl)-6-bromo-5-(piperidin-1-yl)thiazolo[4,5-b]pyridine